2-(4-hydroxymethylphenyl)benzofuran OCC1=CC=C(C=C1)C=1OC2=C(C1)C=CC=C2